OC(=O)C(F)(F)F.N[C@H](C(=O)N1C[C@H](C[C@H]1C(N[C@@H]1CCCC2=CC=CC=C12)=O)NC(OCC1C2=CC=CC=C2C=2C=CC=CC12)=O)C1CCCCC1 (9H-fluoren-9-yl)methyl (3S,5S)-1-((S)-2-amino-2-cyclohexylacetyl)-5-((R)-1,2,3,4-tetrahydronaphthalen-1-ylcarbamoyl)pyrrolidin-3-ylcarbamate TFA salt